CC1(OB(OC1C)C=1C=CC2=C(NC=N2)C1)C 6-(4,4,5-trimethyl-1,3,2-dioxaborolan-2-yl)-1H-benzo[d]imidazole